C(C1=CN=CC=C1)(=O)OC1=C(C(=CC(=C1)Cl)/C=N/C(C(C)C)O)O (E)-5-chloro-2-hydroxy-3-((1-hydroxy-2-methylpropyl-imino)meth-yl)phenyl nicotinate